ClC=1C=C(C=CC1)C(C(O)C1=CC=C(C=C1)F)(C)C 2-(3-Chlorophenyl)-1-(4-fluorophenyl)-2-methylpropan-1-ol